C(O)([O-])=O.C(CCC)N1C=[N+](C=C1)C 1-butyl-3-methylimidazolium hydrogencarbonate